ClC1=CC=C(C=C1)C1=CC=C(C2=CC=CC=C12)C1=CC=NC(=N1)C1=CC=CC=C1 6-(4-(4-chlorophenyl)naphthalen-1-yl)-2-phenylpyrimidine